4-chloro-5-phenyl-2-(2-pyridyl)thieno[2,3-d]pyrimidine ClC=1C2=C(N=C(N1)C1=NC=CC=C1)SC=C2C2=CC=CC=C2